[Ce].[La].[Ag].[Pd] palladium silver lanthanum cerium